(2-((3-amino-7-bromo-6-chloro-8-fluoroquinolin-4-yl) amino) ethyl) carbamate C(N)(OCCNC1=C(C=NC2=C(C(=C(C=C12)Cl)Br)F)N)=O